N-(N,N-dimethyl-1,2,3,4-tetrahydro-2-aminodibenzo-fur-8-yl)acetamide CN(C1CC2=C(OC3=C2C=C(C=C3)NC(C)=O)CC1)C